CCCCCCCCCCCCCCCC(C(=O)N[C@@H](CO)[C@@H](/C=C/CCCCCCCCCC(C)C)O)O The molecule is an N-acyl-15-methylhexadecasphing-4-enine in which the acyl group has 17 carbons and 0 double bonds and is 2-hydroxylated. It derives from a 15-methylhexadecasphing-4-enine.